O1CCN(CC1)C1=C2C=C(N(C2=NC=N1)COCC[Si](C)(C)C)C1=CC=C(C=C1)N1C(NC2(C1=O)CCN(CC2)C(=O)OC(C)(C)C)=O tert-butyl 3-[p-(4-morpholino-1-{[2-(trimethylsilyl)ethoxy]methyl}-1H-1,5,7-triazainden-2-yl)phenyl]-2,4-dioxo-1,3,8-triaza-8-spiro[4.5]decanecarboxylate